ClC=1C=C(C=CC1F)C(C=1NC(=CN1)S(=O)(=O)N1CCN(CC1)C(C)C)C1=CC(=C(C=C1)F)Cl 1-((2-(bis(3-chloro-4-fluorophenyl)methyl)-1H-imidazol-5-yl)sulfonyl)-4-isopropylpiperazine